BrC1=CC=C(C=C1)C=1C=CC2=C(SC3=C2C=CC(=C3C=O)C3=CC=C(C=C3)Br)C1C=O 3,7-bis(4-bromophenyl)-4,6-diformyldibenzothiophene